ClC1=CC=C(C=NN2C(=NN=C2COC2=CC=CC=C2)SCC(=O)NC2=CC=C(C=C2)F)C=C1 ((4-((4-chlorobenzylidene)amino)-5-(phenoxymethyl)-4H-1,2,4-triazol-3-yl)thio)-N-(4-fluorophenyl)acetamide